BrC1=CC=C(CC2N(C(CC2C(=O)NC(C)C)=O)CC)C=C1 (4-bromobenzyl)-1-ethyl-N-isopropyl-5-oxopyrrolidine-3-carboxamide